CC(C(=O)OCC(C)(NC1=NC2=C(N1)C=CC=C2CNC(N(C)OC)=O)C2=CC(=CC=C2)Cl)(C)C 2-(3-chlorophenyl)-2-{[4-({[methoxy(methyl)carbamoyl]amino}methyl)-1H-1,3-benzodiazol-2-yl]amino}propyl 2,2-dimethylpropanoate